2,3-difluoro-p-bromobenzaldehyde FC1=C(C=O)C=CC(=C1F)Br